N-(4-((6-methoxy-2-(o-tolyl)benzo[b]thiophen-3-yl)oxy)phenethyl)cyclopropanamine COC=1C=CC2=C(SC(=C2OC2=CC=C(CCNC3CC3)C=C2)C2=C(C=CC=C2)C)C1